3-(3-methoxyphenyl)-N,N,2-trimethyl-pentan-1-amine COC=1C=C(C=CC1)C(C(CN(C)C)C)CC